FC(OC1=NC2=CC(=CC(=C2N=C1)C=1SC2=C(N1)C=C(C(=C2)O[C@H]([C@@H](C)O)C)F)C)F (2R,3S)-3-((2-(2-(difluoromethoxy)-7-methylquinoxalin-5-yl)-5-fluorobenzo[d]thiazol-6-yl)oxy)butan-2-ol